di(heptadecan-9-yl)3,3'-(((3R,4S)-1-(4-hydroxybutyl)pyrrolidine-3,4-diyl)bis(oxy))dipropionate CCCCCCCCC(CCCCCCCC)OC(CCO[C@@H]1[C@@H](CN(C1)CCCCO)OCCC(=O)OC(CCCCCCCC)CCCCCCCC)=O